C1(=CCCC1)B1OC(C(O1)(C)C)(C)C 2-(cyclopent-1-en-1-yl)-4,4,5,5-tetramethyl-1,3,2-dioxaborolan